ClC1=CC=C(C=C1)S[C@H]1CN(CC1=C)C(=O)OC(C)(C)C Tert-butyl (R)-3-((4-chlorophenyl) thio)-4-methylenepyrrolidine-1-carboxylate